trans-6-(((tert-butoxycarbonyl)amino)methyl)tetrahydro-2H-pyran C(C)(C)(C)OC(=O)NCC1CCCCO1